C(CCCCCCC\C=C\C=CCC)O E-9,11-tetradecdienol